4-[[(1S)-1-(2-pyrimidin-2-yl-1,2,4-triazol-3-yl)ethyl]amino]-6,8-bis(trifluoromethyl)quinoline-3-carbonitrile N1=C(N=CC=C1)N1N=CN=C1[C@H](C)NC1=C(C=NC2=C(C=C(C=C12)C(F)(F)F)C(F)(F)F)C#N